C1(CC1)C1=NOC(=N1)CNC(NC1=C(C=CC=C1)OC(C)C)=O 3-[(3-cyclopropyl-1,2,4-oxadiazol-5-yl)methyl]-1-[2-(propan-2-yloxy)phenyl]urea